C(C)OC(=O)C=1NC=CC1NCC1=C(C=CC=C1)C1N(CCCC1)C(=O)OC(C)(C)C tert-Butyl 2-(2-(((2-(ethoxycarbonyl)-1H-pyrrol-3-yl)amino)methyl)phenyl)piperidine-1-carboxylate